FC(C1=CC=C(CN2N=CC3=CC=C(C=C23)NC(C=C)=O)C=C1)(F)F N-(1-(4-(trifluoromethyl)benzyl)-1H-indazol-6-yl)acrylamide